((2R,5S)-4-(4-methoxybenzyl)-5-methylmorpholin-2-yl)methanol COC1=CC=C(CN2C[C@@H](OC[C@@H]2C)CO)C=C1